C1(=CC(=CC=C1)C(=O)O)C1=CC=CC(=C1)C(=O)O [1,1'-Biphenyl]-3,5'-Dicarboxylic acid